1-Methyl-4,5,6,7-tetrahydropyrazolo[3,4-c]azepin-8(1H)-one CN1N=CC2=C1C(NCCC2)=O